C(C)(C)(C)N1CCC(CC1)CCCN1CCNCC1 tert-butyl-4-(3-(piperazin-1-yl)propyl)piperidine